bis(2-hydroxyethyl)ethylenediamine OCCNCCNCCO